CC1=NOC(=C1C1=CC=C(C=C1)CCCC(=O)NC=1C=NC=CC1)C 4-(4-(3,5-dimethylisoxazol-4-yl)phenyl)-N-(pyridin-3-yl)butanamide